C1(=CC=CC=C1)C(C(=O)N)C 2-phenylpropanamide